sodium 50-(2-(ethoxymethyl)-4-(tritylamino)-1H-imidazo[4,5-c]quinolin-1-yl)49,49-dimethyl-3,6,9,12,15,18,21,24,27,30,33,36,39,42,45,48-hexadecaoxapentacontyl sulfate S(=O)(=O)(OCCOCCOCCOCCOCCOCCOCCOCCOCCOCCOCCOCCOCCOCCOCCOCCOC(CN1C(=NC=2C(=NC=3C=CC=CC3C21)NC(C2=CC=CC=C2)(C2=CC=CC=C2)C2=CC=CC=C2)COCC)(C)C)[O-].[Na+]